FC(C1=C(C=NN1C)B1OC(C(O1)(C)C)(C)C)F 5-(difluoromethyl)-1-methyl-4-(4,4,5,5-tetramethyl-1,3,2-dioxaborolan-2-yl)pyrazole